C(C)O[Si](OCC)(OCC)OCC.C(C=C)O[Si](OCC=C)(OCC=C)OCC=C.C1(=CC=CC=C1)O[Si](OC1=CC=CC=C1)(OC1=CC=CC=C1)OC1=CC=CC=C1.C(CC)O[Si](OCCC)(OCCC)OCCC Tetrapropoxysilane Tetraphenyl-silicate Tetraallyl-silicate Tetraethyl-orthosilicate